CN1N=C(C2=C1C=NNC2=O)C(F)(F)F 1-methyl-3-(trifluoromethyl)-1,5-dihydro-4H-pyrazolo[3,4-d]pyridazin-4-one